(2-(4-((3-cyano-5-ethyl-6-isobutylpyrazin-2-yl)amino)pyridin-2-yl)ethyl)carbamic acid tert-butyl ester C(C)(C)(C)OC(NCCC1=NC=CC(=C1)NC1=NC(=C(N=C1C#N)CC)CC(C)C)=O